ClC=1C=NC(=C(C(=O)NC2CCC(CC2)CN2C(C(C3=CC=C(C=C23)F)(O)C2=CC(=NC=C2F)OC)=O)C1)C 5-chloro-N-((1r,4r)-4-((6-fluoro-3-(5-fluoro-2-methoxypyridin-4-yl)-3-hydroxy-2-oxoindolin-1-yl)methyl)cyclohexyl)-2-methylnicotinamide